The molecule is a monohydroxyacetophenone that is acetophenone substituted by methoxy groups at positions 2' and 6' and a hydroxy group at position 4'. It has a role as a plant metabolite. It is a dimethoxybenzene, a member of phenols and a monohydroxyacetophenone. CC(=O)C1=C(C=C(C=C1OC)O)OC